[2-(Octadecoxymethyl)oxolan-2-yl]methyl 2-(trimethylazaniumyl)ethyl phosphate P(=O)(OCC1(OCCC1)COCCCCCCCCCCCCCCCCCC)(OCC[N+](C)(C)C)[O-]